2-bromo-5-tert-butyl-phenol BrC1=C(C=C(C=C1)C(C)(C)C)O